The molecule is a glycosylceramide in which the glycosyl moiety is alpha-D-galactose and the ceramide is N-(hexacosanoyl)-11,12-methylene-C22-sphinganine. It is a glycosylceramide, a cerebroside and a galactolipid. CCCCCCCCCCCCCCCCCCCCCCCCCC(=O)N[C@@H](CO[C@@H]1[C@@H]([C@H]([C@H]([C@H](O1)CO)O)O)O)[C@@H](CCCCCCC[C@@H]2C[C@H]2CCCCCCCCCC)O